NC1=NC=CC=C1S(=O)(=O)NC(=O)C=1C(=NC(=CC1)C1=C(C=CC=C1)OC(F)(F)F)N1C(C[C@@H](C1)C)(C)C N-[(2-Amino-3-pyridyl)sulfonyl]-6-[2-(trifluoromethoxy)phenyl]-2-[(4S)-2,2,4-trimethylpyrrolidin-1-yl]pyridin-3-carboxamid